N-[3-Fluoro-4-[(6-methyl-7-pyridin-3-yl-1,5-naphthyridin-4-yl)oxy]phenyl]-5-(4-fluorophenyl)-4-hydroxy-6-methylpyridine-3-carboxamide hydrochloride Cl.FC=1C=C(C=CC1OC1=CC=NC2=CC(=C(N=C12)C)C=1C=NC=CC1)NC(=O)C=1C=NC(=C(C1O)C1=CC=C(C=C1)F)C